[(3-bromophenyl)amino]spiro[cyclohexane-1,9'-fluorene]-4-carboxylic acid BrC=1C=C(C=CC1)NC1=CC=CC=2C3=CC=CC=C3C3(C12)CCC(CC3)C(=O)O